phenyl-1H-1,2,4-triazole-3,5-diamine C1(=CC=CC=C1)N1N=C(N=C1N)N